6-chloro-N-[5-chloro-1-(1-methylcyclopropyl)-1H-pyrazol-4-yl]-7-[4-(3-methyloxetan-3-yl)piperazin-1-yl]quinazolin-2-amine ClC=1C=C2C=NC(=NC2=CC1N1CCN(CC1)C1(COC1)C)NC=1C=NN(C1Cl)C1(CC1)C